CN1C(=NC=C1)CC(C)C=1C=C(N)C=CC1 3-(1-(1-methyl-1H-imidazol-2-yl)propan-2-yl)aniline